ClC1=C(C=CC(=C1)CN1CCOCC1)N1C=NC(=C1)C1=NC(=NC=C1C(F)(F)F)NC1CCN(CC1)S(=O)(=O)C 4-(1-(2-chloro-4-(morpholinomethyl)phenyl)-1H-imidazol-4-yl)-N-(1-(methylsulfonyl)piperidin-4-yl)-5-(trifluoromethyl)pyrimidin-2-amine